2-(dicyclohexylphosphino)-3,6-dimethoxy-2',4',6'-tri-iso-propyl-1,1'-biphenyl C1(CCCCC1)P(C1=C(C(=CC=C1OC)OC)C1=C(C=C(C=C1C(C)C)C(C)C)C(C)C)C1CCCCC1